6-((5-((3S,4S)-4-amino-3-methyl-2-oxa-8-azaspiro[4.5]decan-8-yl)pyrazin-2-yl)thio)-5-chloro-3-phenylquinazolin-4(3H)-one N[C@@H]1[C@@H](OCC12CCN(CC2)C=2N=CC(=NC2)SC=2C(=C1C(N(C=NC1=CC2)C2=CC=CC=C2)=O)Cl)C